(3R,4R,5S)-4-acetamido-5-amino-3-(1-ethylpropoxy)-1-cyclohexenecarboxylic acid ethyl ester phosphate P(=O)(O)(O)O.C(C)OC(=O)C1=C[C@H]([C@@H]([C@H](C1)N)NC(C)=O)OC(CC)CC